isopropyl-pyrazin C(C)(C)C1=NC=CN=C1